NCC=1C=C(C=C(C1)OC)N(C=1C=C2N=C(C=NC2=CC1)C=1C=NN(C1)C)CC1CC1 N-[3-(Aminomethyl)-5-methoxyphenyl]-N-(cyclopropylmethyl)-3-(1-methylpyrazol-4-yl)quinoxalin-6-amine